NC1=NC(=NC=C1CN(C=O)C(C)=C(CCOP(=O)(O)O)\S=C(\C1=CC(=CC=C1)C)/[O-])C (Z)-S-(2-(N-((4-amino-2-methylpyrimidin-5-yl)methyl)formamido)-5-(phosphonooxy)pent-2-en-3-yl)3-methylbenzothioate